NC1=C(C=C(C=N1)C=1C=C2N(N1)CCC21CN(C1)C(=O)NCC)O[C@@H](C)C1=NC=CC=C1 2'-{6-amino-5-[(1S)-1-(pyridin-2-yl)ethoxy]pyridin-3-yl}-N-ethyl-5',6'-dihydrospiro[azetidine-3,4'-pyrrolo[1,2-b]pyrazole]-1-carboxamide